cysteinyl-thionine N[C@@H](CS)C(=O)C=1SC=CC=CC=CC1